2-((6aR,8R)-6a-(difluoromethyl)-8-((2,2-dimethylpiperidin-4-yl)(methyl)amino)-5,6,6a,7,8,9-hexahydropyrrolo[1',2':4,5]pyrazino[2,3-c]pyridazin-2-yl)-6-fluorophenol FC([C@]12N(C=3C(=NN=C(C3)C3=C(C(=CC=C3)F)O)NC1)C[C@@H](C2)N(C)C2CC(NCC2)(C)C)F